2-(6-aminopyrimidin-4-yl)-6-chloropyridin NC1=CC(=NC=N1)C1=NC(=CC=C1)Cl